2,5-dimercaptomethyltetrahydrothiophene SCC1SC(CC1)CS